2-Hydroxy-5-((2-(2-methyl-5-(2-methyl-4-(trifluoromethyl)thiazole-5-carboxamido)phenyl)pyrimidin-5-yl)methoxy)benzoic acid OC1=C(C(=O)O)C=C(C=C1)OCC=1C=NC(=NC1)C1=C(C=CC(=C1)NC(=O)C1=C(N=C(S1)C)C(F)(F)F)C